C1=CC=CC=2C3=CC=CC=C3C(C12)COC(=O)N[C@H](CSSC[C@@H](C(=O)OC(C)(C)C)NC(=O)OCC1C2=CC=CC=C2C=2C=CC=CC12)C(=O)OC(C)(C)C tert-butyl N-(((9H-fluoren-9-yl)methoxy)carbonyl)-S-(((R)-2-((((9H-fluoren-9-yl)methoxy)carbonyl)amino)-3-(tert-butoxy)-3-oxopropyl)thio)-D-cysteinate